4-fluorobenzofuran-2-carboxamide FC1=CC=CC2=C1C=C(O2)C(=O)N